FC1=C(C=CC(=C1C=1C=CC=2N(C1)C=NC2C2=NC=C(N2)C)F)NS(=O)(=O)C=2C(=NC=C(C2)F)C N-[2,4-difluoro-3-[1-(4-methyl-3H-imidazol-2-yl)imidazo[1,5-a]pyridin-6-yl]phenyl]-5-fluoro-2-methylpyridine-3-sulfonamide